N-(PYRIDIN-2-YL)PYRIDINE-2-THIOAMIDE N1=C(C=CC=C1)NC(=S)C1=NC=CC=C1